NCC1CCC(CC1)NC=1C=NC(=NC1)N1CCC(CC1)C(C)C N-(4-(aminomethyl)cyclohexyl)-2-(4-isopropylpiperidin-1-yl)pyrimidin-5-amine